2-{[(1S)-1-cyclohexylethyl]amino}-1,3-thiazol C1(CCCCC1)[C@H](C)NC=1SC=CN1